C(C)(=O)C=1C=C(C=C2C(N(C(=NC12)C1CCOCC1)C(F)F)=O)F 8-acetyl-3-(difluoromethyl)-6-fluoro-2-tetrahydropyran-4-yl-quinazolin-4-one